CC1=CC(=NC=C1)N1C2=CC=CC=C2C=2C=CC(=CC12)O 9-(4-methylpyridin-2-yl)-9H-carbazol-2-ol